2-ethyl-methylbutanoic acid C(C)C(C(=O)O)(CC)C